Diindolyl-methane N1C(=CC2=CC=CC=C12)CC=1NC2=CC=CC=C2C1